C1(CC1)OC1=CC=CC2=C1N=C(S2)N2[C@@H]1C[C@H]([C@H](C2)C1)OCC1=C(C=NN1C1CC1)C1=C(C=CC=C1Cl)Cl 4-Cyclopropoxy-2-[(1S,4S,5R)-5-{[1-cyclopropyl-4-(2,6-dichlorophenyl)-1H-pyrazol-5-yl]methoxy}-2-azabicyclo[2.2.1]heptan-2-yl]-1,3-benzothiazol